C[C@H]1[C@@H]2CC=C3[C@@H]4CC[C@@H]([C@]4(CC[C@@H]3[C@]2(C[C@H]([C@@H]1O[C@H]5[C@H]([C@@H]([C@H]([C@@H](O5)C)O)O)O)O)C)C)[C@@H](CCC(=C)C(C)C)C(=O)O The molecule is a steroid saponin that is ergosta-7,24(28)-diene substituted by a hydroxy group at position 2, a methyl group at position 4, a carboxy group at position 21 and a alpha-L-quinovopyranosyloxy group at position 3 (the 2alpha,3beta,4alpha,5alpha stereoisomer). It has been isolated from the roots of Breynia fruticosa. It has a role as a plant metabolite. It is a steroid acid, a steroid saponin, a deoxyglucose derivative, a monosaccharide derivative and a monocarboxylic acid.